N[C@]1([C@@H](CCC1)CC1CC1)COC1=C(C#N)C(=CC(=C1)C1=CN=C2N1C(=CC=C2)OC)OC 2-(((1R,2S)-1-Amino-2-(cyclopropylmethyl)cyclopentyl)methoxy)-6-methoxy-4-(5-methoxyimidazo[1,2-a]pyridin-3-yl)benzonitrile